N-(3,5-dichlorophenyl)-4,4-dimethyl-7-(4-morpholinopiperidin-1-yl)-3,4-dihydroisoquinoline-2(1H)-carboxamide ClC=1C=C(C=C(C1)Cl)NC(=O)N1CC2=CC(=CC=C2C(C1)(C)C)N1CCC(CC1)N1CCOCC1